(4-(5-((3r,5r,7r)-adamantan-1-yl)pentyl)piperazin-1-yl)(5-(4-chlorophenyl)-1-(2,4-dichloro-phenyl)-4-methyl-1H-pyrazol-3-yl)methanone C12(CC3CC(CC(C1)C3)C2)CCCCCN2CCN(CC2)C(=O)C2=NN(C(=C2C)C2=CC=C(C=C2)Cl)C2=C(C=C(C=C2)Cl)Cl